7-methoxy-N-(1-(methylsulfonyl)indolin-5-yl)-6-(piperidin-4-yloxy)quinazolin-4-amine COC1=C(C=C2C(=NC=NC2=C1)NC=1C=C2CCN(C2=CC1)S(=O)(=O)C)OC1CCNCC1